FC(C(F)(F)F)(F)OP(=O)(OC(C(F)(F)F)(F)F)OC(C(F)(F)F)(F)F.C(CCCCCCCCCCCCC)[PH3+] tetradecyl-phosphonium tris(pentafluoroethyl)phosphate